C(C)(C)(C)OC(=O)N1CC2(CC1)C=C(C(C(C2)(C)C)=O)C#N 7-cyano-9,9-dimethyl-8-oxo-2-azaspiro[4.5]dec-6-ene-2-carboxylic acid tert-butyl ester